benzyl ((S)-(((R)-1-((2S,3S,5R)-5-(5-fluoro-2,4-dioxo-3,4-dihydropyrimidin-1(2H)-yl)-3-hydroxytetrahydrofuran-2-yl)allyl)oxy)(naphthalen-1-yloxy)phosphoryl)-L-alaninate FC=1C(NC(N(C1)[C@H]1C[C@@H]([C@H](O1)[C@@H](C=C)O[P@](=O)(OC1=CC=CC2=CC=CC=C12)N[C@@H](C)C(=O)OCC1=CC=CC=C1)O)=O)=O